CC1=C(C=CC=C1C(=O)N)C1=CC=CC=C1 2-methyl-[1,1'-biphenyl]-3-ylcarboxamide